FC=1C=CC(=NC1)N1CC2CCC(C1)N2CCCC=2NC(C=1C=CC=NC1C2)=O 7-(3-(3-(5-Fluoropyridin-2-yl)-3,8-diazabicyclo[3.2.1]octan-8-yl)propyl)-1,6-naphthyridin-5(6H)-one